N-(5-((5-fluoro-2-oxoindol-3-ylidene)methyl)-4-methyl-1H-pyrrol-3-yl)acetamide hydrochloride salt Cl.FC=1C=C2C(C(NC2=CC1)=O)=CC1=C(C(=CN1)NC(C)=O)C